2-(oxo-pyrrolidin-1-yl)-butyric acid O=C1N(CCC1)C(C(=O)O)CC